(S)-1-(3,4-difluorophenyl)-3-nitro-propyl acetate C(C)(=O)O[C@@H](CC[N+](=O)[O-])C1=CC(=C(C=C1)F)F